(R)-2-((4-fluoro-3-(5-methylthiazol-2-yl)-5-(((2-(trifluoromethyl)pyrimidin-5-yl)methyl)amino Formyl)phenoxy)methyl)morpholine-4-carboxylate FC1=C(C=C(OC[C@H]2CN(CCO2)C(=O)[O-])C=C1C(=O)NCC=1C=NC(=NC1)C(F)(F)F)C=1SC(=CN1)C